C(C)(C)(C)NC/C=C/C(=O)NC1=C(C=C(C=C1F)C(=O)C1=CC=C2C(=CC=CN12)C1=CC2=C(N(C=N2)C)C=C1C)F (E)-4-(tert-butylamino)-N-(4-(8-(1,6-dimethyl-1H-benzo[d]imidazol-5-yl)indolizine-3-carbonyl)-2,6-difluorophenyl)but-2-enamide